FC1=CC2=C(N=NN(C2=O)CC(=O)O)C=C1 2-(6-fluoro-4-oxo-benzo[d][1,2,3]triazin-3(4H)-yl)acetic acid